C(C)(C)(C)OC(=O)N1CCC(CC1)(C(=O)N1CC(C1)(F)F)C1=C(C(=C(C=C1)N)N)F 4-(3,4-diamino-2-fluorophenyl)-4-(3,3-difluoroazetidine-1-carbonyl)-piperidine-1-carboxylic acid tert-butyl ester